8-(4-chlorophenyl)-6-(cinnolin-6-yl)-2-ethoxy-1,6-naphthyridin-7(6H)-one ClC1=CC=C(C=C1)C=1C(N(C=C2C=CC(=NC12)OCC)C=1C=C2C=CN=NC2=CC1)=O